4-(5-Methyl-7-(1,4,5-trimethyl-6-oxo-1,6-dihydropyridin-3-yl)-9H-carbazol-3-yl)piperidine-1-carboxylic acid tert-butyl ester C(C)(C)(C)OC(=O)N1CCC(CC1)C=1C=CC=2NC3=CC(=CC(=C3C2C1)C)C1=CN(C(C(=C1C)C)=O)C